BrC1=C(OC[Ge](C(C)C)(C(C)C)COC2=C(C=C(C=C2)C(C)(C)C)Br)C=CC(=C1)C(C)(C)C bis[(2-bromo-4-tert-butyl-phenoxy)methyl]-diisopropyl-germane